ClC=1C(N(C(=CC1OCC1=NC=C(C=C1F)F)C)C1=CC(=NC=C1C)C=1SC=C(N1)C(=O)OCC)=O ethyl 2-{3-chloro-4-[(3,5-difluoropyridin-2-yl)methoxy]-5',6-dimethyl-2-oxo-[1,4'-bipyridin]-2'-yl}-1,3-thiazole-4-carboxylate